N=1C=CN2C1C=C(C=C2)C(=O)O imidazo[1,2-a]pyridine-7-carboxylic acid